3-(8-(2-(3,3-difluoroazetidin-1-yl)-2-oxoethyl)-3-(p-tolyl)-1,4,8-triazaspiro[4.5]decan-1,3-dien-2-yl)-N-(quinolin-3-yl)acrylamide FC1(CN(C1)C(CN1CCC2(N=C(C(=N2)C=CC(=O)NC=2C=NC3=CC=CC=C3C2)C2=CC=C(C=C2)C)CC1)=O)F